OC=1C=C2CCC(CC2=CC1)=O 6-hydroxy-3,4-dihydro-1H-2-naphthalenone